3-(4,6-difluoro-1-oxo-5-(1-(3-phenoxypropyl)piperidin-4-yl)isoindolin-2-yl)piperidine-2,6-dione FC1=C2CN(C(C2=CC(=C1C1CCN(CC1)CCCOC1=CC=CC=C1)F)=O)C1C(NC(CC1)=O)=O